ClC=1C=C(C=NC1)C(=O)NC1=CC2=C(N=C(S2)C2CCC(CC2)C=O)C=C1OC 5-Chloro-N-[2-(4-formylcyclohexyl)-5-methoxy-1,3-benzothiazol-6-yl]pyridine-3-carboxamide